The molecule is a 9,11,13-octadecatrienoic acid having its double bonds in cis, trans and cis configurations, respectively. It has been isolated from pomegranate (Punica granatum). It has a role as an antineoplastic agent and a plant metabolite. CCCC/C=C\\C=C\\C=C/CCCCCCCC(=O)O